1-[6-ethyl-5-(8-methylimidazo[1,2-a]pyridin-6-yl)-2-pyridinyl]piperidin-4-one C(C)C1=C(C=CC(=N1)N1CCC(CC1)=O)C=1C=C(C=2N(C1)C=CN2)C